C(C)OC=1C=C(C=CC1OC)[C@@H](CS(=O)(=O)C)N1C(C2=CC=CC(=C2C1=O)NC(C)=O)=O (S)-N-{2-[1-(3-ethoxy-4-methoxy-phenyl)-2-methanesulfonylethyl]-1,3-dioxo-2,3-dihydro-1H-isoindol-4-yl}acetamide